CNC(=O)C1=NOC2=C1C=CC=C2 N-methylbenzo[d]isoxazole-3-carboxamide